C1CC2OC3=C(C(N21)=O)C=CC=C3 2,2a-dihydro-1H,8H-azeto[2,1-b]benzo[e][1,3]oxazin-8-one